ClC1=C(C(=O)N2CCN(CC2)C(=O)[C@H]2N(CC=C2)C(=O)OC(C)(C)C)C=CC(=C1)NC(=O)C=1N(C(=CN1)C1=C(C(=C(C=C1)OC)F)F)C tert-butyl (2S)-2-[4-[2-chloro-4-[[5-(2,3-difluoro-4-methoxy-phenyl)-1-methyl-imidazole-2-carbonyl]amino]benzoyl]piperazine-1-carbonyl]-2,5-dihydropyrrole-1-carboxylate